OC=1C=C2CC[C@@H]([C@@H](C2=CC1)C1=CC=C(C=C1)N1CCC(CC1)CCCN1CCN(CC1)C1=CC=C(C=C1)N1C(NC(CC1)=O)=O)C1=CC=CC=C1 1-(4-(4-(3-(1-(4-((1R,2S)-6-hydroxy-2-phenyl-1,2,3,4-tetrahydronaphthalen-1-yl)phenyl)piperidin-4-yl)propyl)piperazin-1-yl)phenyl)dihydropyrimidine-2,4(1H,3H)-dione